O=C1N(CCC(N1)=O)C=1C=C(C(=NC1)N1CCN(CC1)CC1CCN(CC1)C1=CC=C(N=N1)C(=O)O)C(F)(F)F 6-(4-((4-(5-(2,4-dioxotetrahydropyrimidin-1(2H)-yl)-3-(trifluoromethyl)pyridin-2-yl)piperazin-1-yl)methyl)piperidin-1-yl)pyridazine-3-carboxylic acid